2-(cyclopentanecarboxamido)-2-(4-hydroxy-1-(5-(5,6,7,8-tetrahydro-1,8-naphthyridin-2-yl)pentyl)piperidin-4-yl)acetic acid C1(CCCC1)C(=O)NC(C(=O)O)C1(CCN(CC1)CCCCCC1=NC=2NCCCC2C=C1)O